3-methyl-1-(3-methylazetidin-3-yl)azetidin-3-ol CC1(CN(C1)C1(CNC1)C)O